6-quinoline-boronic acid N1=CC=CC2=CC(=CC=C12)B(O)O